((2R,3S,4R,5R)-5-(6-chloro-4-((3aR,6aS)-hexahydrocyclopenta[c]pyrrol-2(1H)-yl)-1H-pyrazolo[3,4-d]pyrimidin-1-yl)-3,4-dihydroxy-3-vinyltetrahydrofuran-2-yl)methyl benzoate C(C1=CC=CC=C1)(=O)OC[C@H]1O[C@H]([C@@H]([C@]1(C=C)O)O)N1N=CC=2C1=NC(=NC2N2C[C@@H]1[C@H](C2)CCC1)Cl